BrC=1C=C(C(=NC1)OC)C(C(F)(F)F)O 1-(5-bromo-2-methoxypyridin-3-yl)-2,2,2-trifluoroethan-1-ol